4-amino-N-((4R)-7-bromo-3,4-dihydro-1H-2-benzopyran-4-yl)-N-methyl-1,3-dihydrofuro[3,4-c]quinoline-8-carboxamide NC1=NC=2C=CC(=CC2C2=C1COC2)C(=O)N(C)[C@H]2COCC1=C2C=CC(=C1)Br